BrCC1=CC2=C(N=CO2)C=C1 6-(Bromomethyl)benzo[d]oxazole